FC1(CCC2(CN(C2)C(=O)C2CC(C2)(C)O)CC1)C1=CC=C2C(=N1)N(C=C2)C (7-Fluoro-7-(1-methyl-1H-pyrrolo[2,3-b]pyridin-6-yl)-2-azaspiro[3.5]nonan-2-yl)((1s,3s)-3-hydroxy-3-methylcyclobutyl)methanone